C(CCCC)N1CCN(CC1)C1=CC=CC(=N1)S(=O)(=O)NC(=O)C=1C(=NC=CC1)N1C(CC(C1)C)(C)C N-[[6-(4-Pentylpiperazin-1-yl)-2-pyridyl]sulfonyl]-2-(2,2,4-trimethylpyrrolidin-1-yl)pyridin-3-carboxamid